(5S or R,6S or R)-5-(6-(2-hydroxy-6-methyl-4-(trifluoromethyl)phenyl)-2H-pyrazolo[3,4-b]pyridin-2-yl)-6-methylpiperidin-2-one OC1=C(C(=CC(=C1)C(F)(F)F)C)C=1C=CC=2C(N1)=NN(C2)[C@H]2CCC(N[C@H]2C)=O |o1:21,26|